CN1C=[N+](C=C1)CCOCCC 1-methyl-3-(propoxyethyl)imidazolium